5-((trimethylstannyl)methyl)pyrimidine C[Sn](C)(C)CC=1C=NC=NC1